BrC1=C2C=CN(C2=CC=C1)[C@H]1[C@@H](CN(CC1)C(=O)OC(C)(C)C)F tert-butyl (3R,4R)-4-(4-bromo-1H-indol-1-yl)-3-fluoropiperidine-1-carboxylate